5-fluoro-2-(4-(3-(7-fluoro-5-methyl-1-oxo-1,2-dihydroisoquinolin-3-yl)propanoyl)piperazin-1-yl)benzonitrile FC=1C=CC(=C(C#N)C1)N1CCN(CC1)C(CCC=1NC(C2=CC(=CC(=C2C1)C)F)=O)=O